3-[5-[3-[2-(2,2-diethoxyethoxy)ethoxy]propyl]-3-methyl-2-oxo-benzimidazol-1-yl]piperidine-2,6-dione C(C)OC(COCCOCCCC1=CC2=C(N(C(N2C)=O)C2C(NC(CC2)=O)=O)C=C1)OCC